C(C)(C)(C)OC(=O)N1C(C2=CC=CC(=C2CC1)NC)C(=O)O 5-(methylamino)-3,4-dihydroisoquinoline-1,2(1H)-dicarboxylic acid-2-tert-butyl ester